molybdenum diboride B#[Mo]#B